1,1,1-trifluoro-4-(2-hydroxyphenyl)butan-2-one FC(C(CCC1=C(C=CC=C1)O)=O)(F)F